C(CCCCCCCCCCCCCCCCC)OC=1C=C(C(=O)OCC(=O)O[C@@]2(C[C@@H](O[C@@H]2COC(C2=CC=C(C=C2)OC)(C2=CC=C(C=C2)OC)C2=CC=CC=C2)N2C=NC=3C(NC(C4=CC=CC=C4)=O)=NC=NC23)O)C=C(C1OCCCCCCCCCCCCCCCCCC)OCCCCCCCCCCCCCCCCCC 5'-O-(4,4'-Dimethoxytrityl)-N6-Benzoyldeoxyadenosine-3'-Yl 2-((3,4,5-Tris(Octadecyloxy)Benzoyl)Oxy)Acetate